methyl 1-(1-(fluoromethyl) cyclopropyl)-6-oxo-4-(p-toluenesulfonyloxy)-1,6-dihydropyridine-3-carboxylate FCC1(CC1)N1C=C(C(=CC1=O)OS(=O)(=O)C1=CC=C(C)C=C1)C(=O)OC